ClC1=NC=C(C(=N1)NC=1C=C2C=C(C(N(C2=CC1)C)=O)OCC(=O)NC)C#N 2-((6-((2-chloro-5-cyanopyrimidin-4-yl)amino)-1-methyl-2-oxo-1,2-dihydroquinolin-3-yl)oxy)-N-methylacetamide